NC=1C2=C(N=CN1)N(C=C2Br)[C@@H]2O[C@@H]([C@H]([C@H]2O)O)[C@H](O)C=2C=C1CCC1=CC2 (2R,3R,4S,5R)-2-(4-amino-5-bromo-7H-pyrrolo[2,3-d]pyrimidin-7-yl)-5-((R)-bicyclo[4.2.0]octa-1,3,5-trien-3-yl(hydroxy)methyl)tetrahydrofuran-3,4-diol